sodium 2-sulfoxyethyl-methacrylate O(S(=O)(=O)O)CCOC(C(=C)C)=O.[Na]